N[C@H](C(=O)O)CC1=CN(C2=CC=CC=C12)CCO (2S)-2-amino-3-[1-(2-hydroxyethyl)-1H-indol-3-yl]propanoic acid